(1R,2S)-2-(3-((5-Chloropyrimidin-4-yl)amino)-1H-indazol-6-yl)-5'-methoxyspiro[cyclopropane-1,3'-indolin]-2'-one ClC=1C(=NC=NC1)NC1=NNC2=CC(=CC=C12)[C@@H]1C[C@@]12C(NC1=CC=C(C=C21)OC)=O